8a-(benzyloxymethyl)-2-methyl-4,6,7,8-tetrahydro-3H-pyrrolo[1,2-a]pyrazin-1-one C(C1=CC=CC=C1)OCC12N(CCN(C1=O)C)CCC2